(2S,5R)-benzyloxyaminopiperidine C(C1=CC=CC=C1)ONN1CCCCC1